C1=CC=C2C=3C4=C(O2)C=CC=C4C=CC13 phenanthro[4,5-bcd]furan